BrCCCCCCC(C(=O)Cl)F 8-bromo-2-fluorooctanoyl chloride